hexamethyl-hexasiloxane C[Si](O[SiH2]O[SiH2]O[SiH2]O[SiH2]O[Si](C)(C)C)(C)C